C(C)C(CN(CN1N=NC2=C1C=CC=C2C)CC(CCCC)CC)CCCC N,N-Bis(2-ethylhexyl)-4-methyl-1H-benzotriazol-1-methylamin